digallamide trioleate C(CCCCCCC\C=C/CCCCCCCC)(=O)O.C(CCCCCCC\C=C/CCCCCCCC)(=O)O.C(CCCCCCC\C=C/CCCCCCCC)(=O)O.C(C1=CC(O)=C(O)C(O)=C1)(=O)N.C(C1=CC(O)=C(O)C(O)=C1)(=O)N